2,6-dichloro-N-((1s,3s)-3-(6-((4-(4-(2-(1-(2-(4-(2,6-dioxopiperidine-3-yl)phenoxy)acetyl)piperidin-4-yl)ethyl)piperazin-1-yl)phenyl)amino)-9H-purin-9-yl)cyclobutyl)benzamide ClC1=C(C(=O)NC2CC(C2)N2C3=NC=NC(=C3N=C2)NC2=CC=C(C=C2)N2CCN(CC2)CCC2CCN(CC2)C(COC2=CC=C(C=C2)[C@H]2C(NC(CC2)=O)=O)=O)C(=CC=C1)Cl